CC=1C=C2C(=NC(=NC2=CC1)NC1=CC2=C(N=C(S2)NCCN2CCOCC2)C=C1)NCCCO 3-((6-methyl-2-((2-((2-morpholinoethyl)amino)benzo[d]thiazol-6-yl)amino)quinazolin-4-yl)amino)propan-1-ol